1,3,5-tris(thiophen-2-yl)benzene (Z)-hex-3-en-1-yl-oxo(phenyl)acetate C(C\C=C/CC)OC(C(C1=CC=CC=C1)=O)=O.S1C(=CC=C1)C1=CC(=CC(=C1)C=1SC=CC1)C=1SC=CC1